C[C@@H](C#C)NC(OC(C)(C)C)=O tert-butyl (S)-but-3-yn-2-ylcarbamate